tert-butyl (2R)-2-(2,3-dichloro-6-(methoxymethoxy)phenyl)-4-(2-ethoxy-2-oxoethyl)pyrrolidine-1-carboxylate ClC1=C(C(=CC=C1Cl)OCOC)[C@@H]1N(CC(C1)CC(=O)OCC)C(=O)OC(C)(C)C